CC1(COC2(C1)CCC(CC2)N2N=CC=C2CN(CCN(C(OC(C)(C)C)=O)C)C)C tert-butyl N-(2-[[(1-[3,3-dimethyl-1-oxaspiro[4.5]decan-8-yl]-1H-pyrazol-5-yl) methyl] (methyl) amino] ethyl)-N-methylcarbamate